monosodium diacetate C(C)(=O)[O-].C(C)(=O)O.[Na+]